2-(5-((2-((4-amino-6-methylpyrimidin-2-yl)amino)ethoxy)methyl)thiophen-2-yl)-4-chlorobenzoic acid methyl ester COC(C1=C(C=C(C=C1)Cl)C=1SC(=CC1)COCCNC1=NC(=CC(=N1)N)C)=O